C(C)N1N=C(C=C1)[S@@](=O)(N)=NC(NC1=C2C(=NC(=C1C)C(F)(F)F)CCC2)=O (R)-1-Ethyl-N'-((3-methyl-2-(trifluoromethyl)-6,7-dihydro-5H-cyclopenta[b]pyridin-4-yl)carbamoyl)-1H-pyrazole-3-sulfonimidamide